(2-(Benzyloxy)-4-(difluoromethyl)-6-hydroxyphenyl)(7-((4-methylpiperazin-1-yl)methyl)-3,4-dihydroisoquinolin-2(1H)-yl)methanone C(C1=CC=CC=C1)OC1=C(C(=CC(=C1)C(F)F)O)C(=O)N1CC2=CC(=CC=C2CC1)CN1CCN(CC1)C